5-(4-(3-(aminomethyl)pyrrolidin-1-yl)-8-(ethylamino)-6-fluoro-5-methyl-9H-pyrido[2,3-b]indol-3-yl)nicotinonitrile NCC1CN(CC1)C1=C(C=NC=2NC3=C(C=C(C(=C3C21)C)F)NCC)C=2C=NC=C(C#N)C2